COC(=O)C1C2CCCC(C1)N2S(=O)(=O)C2=CC=C(C=C2)[N+](=O)[O-] 8-((4-nitrophenyl)sulfonyl)-8-azabicyclo[3.2.1]Octane-6-carboxylic acid methyl ester